5,6-difluoro-1H-indole-1-carboxylic acid tert-butyl ester C(C)(C)(C)OC(=O)N1C=CC2=CC(=C(C=C12)F)F